O1C2=C(OCC1)C=C(C=C2)C2=C(C(=C(N=N2)OC=2C(=NC(=CC2)F)C)C(=O)NC=2C=C(C=CC2)[S@](=O)(C)=NC(OC(C)(C)C)=O)C tert-butyl (R)-((3-(6-(2,3-dihydrobenzo[b][1,4]dioxin-6-yl)-3-((6-fluoro-2-methylpyridin-3-yl)oxy)-5-methylpyridazine-4-carboxamido)phenyl)(methyl)(oxo)-λ6-sulfaneylidene)carbamate